4-(4-((4-(2-((S)-2,6-dioxopiperidin-3-yl)-1-oxoisoindolin-5-yl)piperazin-1-yl)methyl)piperidin-1-yl)benzamide O=C1NC(CC[C@@H]1N1C(C2=CC=C(C=C2C1)N1CCN(CC1)CC1CCN(CC1)C1=CC=C(C(=O)N)C=C1)=O)=O